amino-6-chloro-2-methylnicotinic acid ethyl ester C(C)OC(C1=C(N=C(C(=C1)N)Cl)C)=O